(R)-6-(3-aminophenyl)-N-(1-(3-(difluoromethyl)-2-fluorophenyl)ethyl)-2-methylpyrido[2,3-d]pyrimidin-4-amine NC=1C=C(C=CC1)C1=CC2=C(N=C(N=C2N[C@H](C)C2=C(C(=CC=C2)C(F)F)F)C)N=C1